NC1=CC2=C(N(C(N2CCC(C)(C)O)=O)CC2COC2)C=C1 5-amino-3-(3-hydroxy-3-methyl-butyl)-1-(oxetan-3-ylmethyl)benzimidazol-2-one